[Na+].C(=O)([O-])CNC(=O)N1C2=CC=C(C=C2SC=2C=C(C=CC12)N(C)C)N(C)C 10-N-(carboxymethylaminocarbonyl)-3,7-bis(dimethylamino)-10H-phenothiazine sodium salt